OC1=C(N)C=CC(=C1)Br 2-hydroxy-4-bromoaniline